4-tert-butyl-2-(4-tert-butyl-2-pyridyl)pyridine nickel dibromide [Ni](Br)Br.C(C)(C)(C)C1=CC(=NC=C1)C1=NC=CC(=C1)C(C)(C)C